C1(CC1)C1=NN(C=C1C1=NC=C(C=2C1=CN(N2)C)F)[C@@H]2C[C@H](C2)CNC=2C=C1C(N(C(C1=CC2)=O)C2C(NC(CC2)=O)=O)=O 5-(((Trans-3-(3-cyclopropyl-4-(7-fluoro-2-methyl-2H-pyrazolo[4,3-c]pyridin-4-yl)-1H-pyrazol-1-yl)cyclobutyl)methyl)amino)-2-(2,6-dioxopiperidin-3-yl)isoindoline-1,3-dione